(difluoromethoxy)-3-isopropoxybenzoic acid FC(OC1=C(C(=O)O)C=CC=C1OC(C)C)F